(S)-2-((4-(2-(4-Chloro-2-fluorophenyl)chroman-8-yl)piperidin-1-yl)methyl)-4-(difluoromethoxy)-1-methyl-1H-benzo[d]imidazole-6-carboxylic acid ClC1=CC(=C(C=C1)[C@H]1OC2=C(C=CC=C2CC1)C1CCN(CC1)CC1=NC2=C(N1C)C=C(C=C2OC(F)F)C(=O)O)F